5-ethoxy-1,3-benzothiazol C(C)OC=1C=CC2=C(N=CS2)C1